[1-(3-bromophenyl)-cyclopropyl]methanol BrC=1C=C(C=CC1)C1(CC1)CO